3-(5-(difluoromethyl)-1,3,4-thiadiazol-2-yl)-8-(4-((1-methoxycyclopropyl)methyl)piperazin-1-yl)-N-(1-methylcyclopropyl)imidazo[1,5-a]pyridine-6-sulfonamide FC(C1=NN=C(S1)C1=NC=C2N1C=C(C=C2N2CCN(CC2)CC2(CC2)OC)S(=O)(=O)NC2(CC2)C)F